C1(CCCCC1)C1=C(C=C(C(=C1)C(C)C)N)N 4-cyclohexyl-6-isopropyl-m-phenylenediamine